2-(4-methylpiperazin-1-yl)butyric acid lithium salt [Li+].CN1CCN(CC1)C(C(=O)[O-])CC